4-(2-isopropyl-phenoxy)-3,5,6-trichloro-phthalonitrile C(C)(C)C1=C(OC=2C(=C(C(C#N)=C(C2Cl)Cl)C#N)Cl)C=CC=C1